[Al].N1=C(C=CC2=CC=CC=C12)O quinolinol aluminum